C(C)OC(=O)C1CC=2C=3C(=NCC(NC3SC2C1)=O)C1=C(C=CC=C1F)F 13-(2,6-difluorophenyl)-10-oxo-7-thia-9,12-diazatricyclo[6.5.0.02,6]Tridec-1(8),2(6),12-triene-4-carboxylic acid ethyl ester